1-hydroxy-3,6-naphthalenedisulfonic acid OC1=CC(=CC2=CC(=CC=C12)S(=O)(=O)O)S(=O)(=O)O